2-{[4-(6-amino-5-chloropyridin-3-yl)-1-oxo-2,3-dihydro-1H-isoindol-2-yl]methyl}prop-2-enenitrile NC1=C(C=C(C=N1)C1=C2CN(C(C2=CC=C1)=O)CC(C#N)=C)Cl